N5-METHYL-N2-(NONANOYL-L-LEUCYL)-L-GLUTAMINATE CNC(CC[C@H](NC([C@@H](NC(CCCCCCCC)=O)CC(C)C)=O)C(=O)[O-])=O